Cl.CN(CCN1N=CC=CC1=O)C 2-(2-(dimethylamino)ethyl)pyridazin-3(2H)-one hydrochloride